C1(CC1)[S@](=O)(=NC1=NC(=CC(=C1)N1[C@@H](COCC1)C)C1=C2C(=NC=C1)NC=C2)C (S)-cyclopropyl(methyl)((4-((R)-3-methylmorpholino)-6-(1H-pyrrolo[2,3-b]pyridin-4-yl)pyridin-2-yl)imino)-λ6-sulfanone